Cl.Cl.FC1=C(C=CC(=C1)C1CNCCC1)C=1N=C2SC3=C(N2C1)C=CC(=C3)C(=O)NCCCN3CCC(CC3)F 2-(2-fluoro-4-(piperidin-3-yl)phenyl)-N-(3-(4-fluoropiperidin-1-yl)propyl)benzo[d]imidazo[2,1-b]thiazole-7-carboxamide dihydrochloride